The molecule is conjugate base of biotin arising from deprotonation of the carboxy group. It has a role as a human metabolite, a Saccharomyces cerevisiae metabolite and a cofactor. It is a conjugate base of a biotin. C1[C@H]2[C@@H]([C@@H](S1)CCCCC(=O)[O-])NC(=O)N2